1-cyclopropyl-3-ethoxy-3,5-dimethyl-8-[[(1R)-1-[3-(1,1-difluoro-2-hydroxy-ethyl)-2-methyl-phenyl]ethyl]amino]pyrrolo[2,3-g]phthalazin-2-one C1(CC1)N1C(C(C=2C1=CC=1C(=NN=C(C1C2)C)N[C@H](C)C2=C(C(=CC=C2)C(CO)(F)F)C)(C)OCC)=O